C1(=CC=CC=C1)NC(C1=CC(=CC=C1)C(F)(F)F)=O N-phenyl-3-(trifluoromethyl)benzamide